3-[4-[(2-methoxyacetyl)amino]phenyl]-N-methyl-imidazo[1,2-a]pyrazine-6-carboxamide COCC(=O)NC1=CC=C(C=C1)C1=CN=C2N1C=C(N=C2)C(=O)NC